C(C)(C)(C)C1=C(OP2OCC3(CO2)COP(OC3)OC3=C(C=C(C=C3)C(C)(C)C)C(C)(C)C)C=CC(=C1)C(C)(C)C 3,9-bis(2,4-di-tert-butylphenoxy)-2,4,8,10-tetraoxa-3,9-diphosphaspiro-[5.5]Undecane